2-(3',5'-di-tert-amyl-2'-hydroxyphenyl)-benzotriazole C(C)(C)(CC)C=1C(=C(C=C(C1)C(C)(C)CC)N1N=C2C(=N1)C=CC=C2)O